5-benzyl-2,4-dimethoxy-6-(4-(2-(piperidin-1-yl)pyridin-3-yl)cyclohex-3-en-1-yl)pyrimidine C(C1=CC=CC=C1)C=1C(=NC(=NC1C1CC=C(CC1)C=1C(=NC=CC1)N1CCCCC1)OC)OC